6-butyl-5-(2,6-dimethoxyphenyl)-3-((4-(2-fluoro-3-methylpyridin-4-yl)phenyl)sulfonyl)-4-hydroxypyridin-2(1H)-one C(CCC)C1=C(C(=C(C(N1)=O)S(=O)(=O)C1=CC=C(C=C1)C1=C(C(=NC=C1)F)C)O)C1=C(C=CC=C1OC)OC